F[C@H]1[C@]2(CC[C@@](C[C@@H]1OC1=CC=C(N=N1)C1=C(C=C(C=C1)N1N=NC=C1)O)(N2C)C)C 2-(6-(((1R,2S,3S,5S)-2-fluoro-1,5,8-trimethyl-8-azabicyclo[3.2.1]octan-3-yl)oxy)pyridazin-3-yl)-5-(1H-1,2,3-triazol-1-yl)phenol